C(C)(C)(C)OC(NCC(C=O)O)=O 2-hydroxy-3-oxopropylcarbamic acid tert-butyl ester